trimethylolpropane tris(thiopropionate) C(CC)(=S)O.C(CC)(=S)O.C(CC)(=S)O.C(O)C(CC)(CO)CO